CC1([C@H]([C@@H]1C1=CC(=NO1)C1=CC=CC=C1)C1=CC=C(C=C1)S(=O)(=O)N)C 4-[(1S,3S)-2,2-dimethyl-3-(3-phenylisoxazol-5-yl)cyclopropyl]benzenesulfonamide